C(C)OC(=O)C1=NNC2=NC=CC=C21 1H-pyrazolo[3,4-b]Pyridine-3-carboxylic acid ethyl ester